ClC1=C(C(=CC(=C1)Cl)I)OC 1,5-dichloro-3-iodo-2-methoxybenzene